FC1=CC=CC=2C(=N[C@@H](C(NC21)=O)NC(=O)C2=C(N=C1N2N=C(C=C1)C)C=1C=NC=CC1)C1=CC=CC=C1 N-[(3S)-9-fluoro-2-oxo-5-phenyl-1,3-dihydro-1,4-benzodiazepine-3-Yl]-6-methyl-2-pyridin-3-yl-imidazo[1,2-b]pyridazine-3-carboxamide